(2S,4S)-6-(7-Chloro-2-(((2R,7aS)-2-fluorotetrahydro-1H-pyrrolizin-7a(5H)-yl)methoxy)pyrido[4,3-d]pyrimidin-4-yl)-6-azaspiro[3.5]nonan-2-ol ClC1=CC=2N=C(N=C(C2C=N1)N1CC2(CC(C2)O)CCC1)OC[C@]12CCCN2C[C@@H](C1)F